C(C)(=O)O.FC=1C(=C(C=CC1F)C(=O)N1CC(C1)(O)CNCCC=1C=NC=CC1)NC1=C(C=C(C=C1)I)F 1-({3,4-difluoro-2-[(2-fluoro-4-iodophenyl)amino]phenyl}carbonyl)-3-{[(2-pyridin-3-ylethyl)amino]methyl}azetidin-3-ol acetate salt